CN(S(=O)(=O)N[C@@H]1CC[C@H](OC1)CN1CCC2(CN(C2)C2=NC=NC=C2OC2=C(C(=O)N(C3COC3)C(C)C)C=C(C=C2)F)CC1)C 2-((4-(7-(((2S,5R)-5-((N,N-Dimethylsulfamoyl)amino)tetrahydro-2H-pyran-2-yl)methyl)-2,7-diazaspiro[3.5]nonan-2-yl)pyrimidin-5-yl)oxy)-5-fluoro-N-isopropyl-N-(oxetan-3-yl)benzamide